C(#N)C1=CC=C(C=C1)N(CCC1OCC(CO1)NC(OC(C)(C)C)=O)CC1=CC(=C(C=C1)OC)F tert-butyl ((2r,5r)-2-(2-((4-cyanophenyl)(3-fluoro-4-methoxybenzyl)amino)ethyl)-1,3-dioxan-5-yl)carbamate